OCC(CO)(CO)NCCS(=O)(=O)O 2-[[1,3-dihydroxy-2-(hydroxymethyl)propan-2-yl]amino]ethanesulfonic acid